FC1=CC=C(C=C1)S(=O)(=O)N1CCC2(CC(CO2)N2CC3(COC3)C2)CC1 8-((4-fluorophenyl)sulfonyl)-3-(2-oxa-6-azaspiro[3.3]hept-6-yl)-1-oxa-8-azaspiro[4.5]decane